tert-butyl (3S)-6-[3-[3-(dimethylamino)-1,1-difluoro-propyl]phenyl]-3-methyl-3,4-dihydro-2H-pyridine-1-carboxylate CN(CCC(F)(F)C=1C=C(C=CC1)C1=CC[C@@H](CN1C(=O)OC(C)(C)C)C)C